xylylene dimethacrylate C(C(=C)C)(=O)OCC=1C(=CC=CC1)COC(C(=C)C)=O